2-amino-9-((2R,3S,4S,5R)-4-fluoro-3-hydroxy-5-(hydroxymethyl)tetrahydrofuran-2-yl)-7-(3-chlorobenzyl)-7,9-dihydro-8H-purin-8-one NC1=NC=C2N(C(N(C2=N1)[C@@H]1O[C@@H]([C@H]([C@H]1O)F)CO)=O)CC1=CC(=CC=C1)Cl